NCC1CC(N(C1)C1=C2CN(C(C2=CC=C1)=O)C1C(NC(CC1)=O)=O)=O 3-(4-(4-(Aminomethyl)-2-oxopyrrolidin-1-yl)-1-oxoisoindolin-2-yl)piperidine-2,6-dione